(1s,3s)-N1-(4-methoxy-5-(pyrazolo[1,5-a]pyridin-5-yl)pyrrolo[2,1-f][1,2,4]triazin-2-yl)-3-methylcyclobutane-1,3-diamine COC1=NC(=NN2C1=C(C=C2)C2=CC=1N(C=C2)N=CC1)NC1CC(C1)(N)C